5-((5-(3-((1r,3r)-3-aminocyclobutoxy)-6-methylpyridin-2-yl)-1H-pyrazol-3-yl)amino)pyrazine-2-carbonitrile NC1CC(C1)OC=1C(=NC(=CC1)C)C1=CC(=NN1)NC=1N=CC(=NC1)C#N